N'-(4,4-difluoro-2-(methyl-d3)cyclohexylidene)-4-methylbenzenesulfonohydrazide FC1(CC(C(CC1)=NNS(=O)(=O)C1=CC=C(C=C1)C)C([2H])([2H])[2H])F